C(CCCCC)C(=C=CC=CC1=CC=CC=C1)C(O)(C)CCC=C(C)C HexylcinnamalLinalool